Heptadecan-9-yl 2-((5-hydroxypentyl)oxy)acetate OCCCCCOCC(=O)OC(CCCCCCCC)CCCCCCCC